BrC1=CC=C(CNC2=NN(C=C2)C)C=C1 N-(4-bromobenzyl)-1-methyl-1H-pyrazol-3-amine